2-(methylsulfanyl)-5-naphthalen-2-yl-1H-pyrrole-3-carbonitrile CSC=1NC(=CC1C#N)C1=CC2=CC=CC=C2C=C1